FC1=C(C(=CC=C1)F)CO (2,6-difluorophenyl)methanol